2-[[6-chloro-3-(3,6-dihydro-2H-pyran-4-yl)-4-quinolinyl]amino]-5-fluoro-benzoic acid ClC=1C=C2C(=C(C=NC2=CC1)C=1CCOCC1)NC1=C(C(=O)O)C=C(C=C1)F